N-(2-(3,3-difluoropyrrolidin-1-yl)-4-(1H-pyrazol-5-yl)pyridin-3-yl)-2-(trifluoromethyl)pyrimidine-5-carboxamide FC1(CN(CC1)C1=NC=CC(=C1NC(=O)C=1C=NC(=NC1)C(F)(F)F)C1=CC=NN1)F